Cl.C(C)(C)(C)O tert-butanol HCl